C(CCCCCCCCCCC)N.P(=O)(OCCCC)(OCCCC)O dibutyl phosphate dodecyl-amine salt